CS(=O)(=O)OCC1=C(C=CC=C1I)F 2-Fluoro-6-iodobenzyl methanesulfonate